CNCCC1=CNC2=CC=CC=C12 N-Methyltryptamin